ClC1=C(C(=CC2=C1N=C(S2)C#N)F)NC2C(CNCC2)(C)C 4-Chloro-5-[(3,3-dimethyl-4-piperidyl)amino]-6-fluoro-1,3-benzothiazole-2-carbonitrile